C(=O)(O)C(O)C(O)C(=O)O.ClC1=C(C=C(OC2=C(C=C(COC=3C=C(N(C(N3)=O)C)N3CCN(CC3)C)C=C2F)F)C=C1)C(F)(F)F 4-(6-((4-(4-chloro-3-(trifluoromethyl)phenoxy)-3,5-difluorobenzyl)oxy)-3-methyl-2-oxo-2,3-dihydropyrimidin-4-yl)-1-methylpiperazine tartrate